CC1=C(C=CC(=C1)C(=C2C=CC(=NC3=CC=CC=C3S(=O)(=O)O)C=C2)C4=CC=C(C=C4)NC5=CC=CC=C5)N The molecule is an aminobenzenesulfonic acid that is 2-aminobenzenesulfonic acid in which one of the amino hydrogens is replaced by a 4-{(4-amino-3-methylphenyl)[4-(phenylimino)cyclohexa-2,5-dien-1-ylidene]methyl} group. It has a role as a fluorochrome and a histological dye. It is an imine, an aminobenzenesulfonic acid, a substituted aniline and an olefinic compound. It is a conjugate acid of a 2-(4-{(4-amino-3-methylphenyl)[4-(phenylimino)cyclohexa-2,5-dien-1-ylidene]methyl}anilino)benzene-1-sulfonate.